1-(4-chloro-3-fluoro-5-methoxy-phenyl)triazole ClC1=C(C=C(C=C1OC)N1N=NC=C1)F